C(C1=CC=CC=C1)N1C(C(=NC(=C1)Br)Br)=O 1-benzyl-3,5-dibromopyrazin-2(1H)-one